OC(C(F)(F)F)(C1=CC=CC=C1)C1=CC(=C(C=C1OC)C(=N)N(C)C(C)C)C [4-(1-hydroxy-1-phenyl-2,2,2-trifluoroethyl)-2-methyl-5-methoxyphenyl]-N-isopropyl-N-methyl-formamidine